CC1(OC2=C(C(C1)=O)C(=CC(=C2)OS(=O)(=O)C2=CC=C(C)C=C2)OC)C 2,2-dimethyl-5-methoxy-4-oxo-7-(p-toluenesulfonyloxy)-2,3-dihydrobenzopyran